2-{[2-(dimethylsulfamoyl)ethyl]amino}quinolin CN(S(=O)(=O)CCNC1=NC2=CC=CC=C2C=C1)C